C(C1=CC=CC=C1)OC1=CC=C(OC2COCC2)C=C1 3-(4-(benzyloxy)phenoxy)tetrahydrofuran